C[Si](CCOCN1N=CC=C1C(=O)[O-])(C)C 1-((2-(trimethylsilyl) ethoxy) methyl)-1H-pyrazole-5-carboxylate